FC1(OC2=C(O1)C=CC=C2S(=O)(=O)Cl)F 2,2-difluoro-1,3-benzodioxole-4-sulfonyl chloride